(6,6-difluoro-1,4-oxazepan-4-yl)(3-(2-methyl-2H-pyrazolo[3,4-b]pyridin-5-yl)-6-quinoxalinyl)methanone FC1(CN(CCOC1)C(=O)C=1C=C2N=C(C=NC2=CC1)C1=CC=2C(N=C1)=NN(C2)C)F